tert-Butyl N-[2-(1-methylimidazol-4-yl)-5-vinyl-phenyl]-N-[[4-(trifluoromethyl)phenyl]methyl]carbamate CN1C=NC(=C1)C1=C(C=C(C=C1)C=C)N(C(OC(C)(C)C)=O)CC1=CC=C(C=C1)C(F)(F)F